1-(2-(((6-chloropyrimidin-4-yl)amino)methyl)-6-cyclopropylimidazo[1,2-a]pyridin-8-yl)-3-methylimidazolidin-2-one ClC1=CC(=NC=N1)NCC=1N=C2N(C=C(C=C2N2C(N(CC2)C)=O)C2CC2)C1